BrC1=C2COCC2=C(C=C1)CBr 4-bromo-7-(bromomethyl)-1,3-dihydroisobenzofuran